[(S)-2-(2-(Furan-2-yl)thiazol-4-yl)-2-[(S)-2-(methoxy-carbonylamino)-3-phenylpropanamido]ethyl]phenylsulfamic acid O1C(=CC=C1)C=1SC=C(N1)[C@H](CN(S(O)(=O)=O)C1=CC=CC=C1)NC([C@H](CC1=CC=CC=C1)NC(=O)OC)=O